BrC1=CC(=C(C(=C1)[N+](=O)[O-])CN1[C@H](CN(CC1)C(=O)OC(C)(C)C)CO)F Tert-butyl (3R)-4-[(4-bromo-2-fluoro-6-nitrophenyl)methyl]-3-(hydroxymethyl)piperazine-1-carboxylate